C1(CCC1)OC=1C(=CC=2C(N1)=NN(C2)C21COC(C2)(C1)C)C(=O)O 6-cyclobutoxy-2-(1-methyl-2-oxabicyclo[2.1.1]hexan-4-yl)-2H-pyrazolo[3,4-b]pyridine-5-carboxylic acid